(2-methyl-4-phenyl-5-methyl-6-tert-butyl-indenyl)(2-methyl-4-(4-tert-butyl-phenyl)indenyl)zirconium dichloride [Cl-].[Cl-].CC=1C(C2=CC(=C(C(=C2C1)C1=CC=CC=C1)C)C(C)(C)C)[Zr+2]C1C(=CC2=C(C=CC=C12)C1=CC=C(C=C1)C(C)(C)C)C